OC(C(=O)SCCNC(CCNC([C@@H](C(COP(OP(OC[C@@H]1[C@H]([C@H]([C@@H](O1)N1C=NC=2C(N)=NC=NC12)O)OP(=O)(O)O)(=O)O)(=O)O)(C)C)O)=O)=O)C(CC(=O)O)C hydroxy-3-methyl-glutaryl-coa